ClC1=NNC(C(=C1)[C@H](CC)N1N=C(C=C1)F)=O |r| 1-[(1SR)-1-(3-chloro-6-oxo-1H-pyridazin-5-yl)propyl]-3-fluoro-pyrazol